tert-Butyl (1R,5S,6R)-6-((2-methyl-1-((2-(trifluoromethyl)phenyl)sulfanyl)propan-2-yl)carbamoyl)-3-azabicyclo[3.1.0]hexane-3-carboxylate CC(CSC1=C(C=CC=C1)C(F)(F)F)(C)NC(=O)C1[C@H]2CN(C[C@@H]12)C(=O)OC(C)(C)C